ClC=1C(=C2C(=CC1)C(N(C[C@]21[C@H](C1)F)CC(=O)NC1=NC=C2C(=N1)NN=C2)=O)F 2-[(2's,4r)-6-chloro-2',5-difluoro-1-oxospiro[3H-isoquinoline-4,1'-cyclopropane]-2-yl]-N-(1H-pyrazolo[3,4-d]pyrimidin-6-yl)acetamide